C(C)(C)(C)OC(=O)N1C[C@H](CC1)OC1=C(C=C(C(=O)N2CCN(CC2)C(=O)C=2C=C(C=C(C2)F)N2CCN(CC2)C(=O)OC(C)(C)C)C=C1)C1CCC(CC1)(F)F tert-butyl (S)-4-(3-(4-(4-((1-(tert-butoxycarbonyl)pyrrolidin-3-yl)oxy)-3-(4,4-difluorocyclohexyl)benzoyl)piperazine-1-carbonyl)-5-fluorophenyl)piperazine-1-carboxylate